2-(2,4-dichlorobenzyl)-4-(2,4-dichlorophenyl)-5-methylimidazole ClC1=C(CC=2NC(=C(N2)C2=C(C=C(C=C2)Cl)Cl)C)C=CC(=C1)Cl